7-(5-chloro-2-(2-(5-cyano-2-methyl-6-(3-(methylamino)azetidin-1-yl)-4-oxopyrido[3,4-d]pyrimidin-3(4H)-yl)ethoxy)phenyl)-5-methylthieno[3,2-b]pyridine-3-carboxylic acid ClC=1C=CC(=C(C1)C1=C2C(=NC(=C1)C)C(=CS2)C(=O)O)OCCN2C(=NC1=C(C2=O)C(=C(N=C1)N1CC(C1)NC)C#N)C